N-((2S,3S)-1-((3,3-difluorocyclobutyl)carbonyl)-2-((3'-fluorobiphenyl-3-yl)methyl)pyrrolidin-3-yl)methanesulfonamide FC1(CC(C1)C(=O)N1[C@H]([C@H](CC1)NS(=O)(=O)C)CC=1C=C(C=CC1)C1=CC(=CC=C1)F)F